1-(4-((1H-indazol-4-yl)oxy)-2-(methylthio)phenyl)-3-(3-(tert-butyl)-1-phenyl-1H-pyrazol-5-yl)urea N1N=CC2=C(C=CC=C12)OC1=CC(=C(C=C1)NC(=O)NC1=CC(=NN1C1=CC=CC=C1)C(C)(C)C)SC